molybdenum-indium-zinc [Zn].[In].[Mo]